C(C)OC(=O)C=1C=NN(C1C)C(C(C)C)C 1-(2,2-dimethyl-1-methylethyl)-5-methylpyrazole-4-carboxylic acid ethyl ester